1-(2,6-dichlorophenyl)-4-((6-(4-methyl-4H-1,2,4-triazol-3-yl)pyridin-3-yl)amino)-1H-pyrazole-3-carboxamide ClC1=C(C(=CC=C1)Cl)N1N=C(C(=C1)NC=1C=NC(=CC1)C1=NN=CN1C)C(=O)N